N-((S)-1-(((S)-4-hydroxy-3-oxo-1-((S)-2-oxopyrrolidin-3-yl)butan-2-yl)amino)-4-methyl-1-oxopentan-2-yl)-4-methoxy-1H-indole-2-carboxamide OCC([C@H](C[C@H]1C(NCC1)=O)NC([C@H](CC(C)C)NC(=O)C=1NC2=CC=CC(=C2C1)OC)=O)=O